NC1=NC=NC=2N(C3=C(C=C(C=C3C21)[N+](=O)[O-])OC)CC(=O)N2[C@@H]1C[C@@]1(C[C@H]2C(=O)NC2=NC(=CC=C2)Br)C (1R,3S,5R)-2-(2-(4-amino-8-methoxy-6-nitro-9H-pyrimido[4,5-b]indol-9-yl)acetyl)-N-(6-bromopyridin-2-yl)-5-methyl-2-azabicyclo[3.1.0]hexane-3-carboxamide